ClC1=NC(=CC(=N1)N1[C@@H](COCC1)C)C(C)(C)S(=O)(=O)C (R)-4-(2-chloro-6-(2-(methylsulfonyl)propan-2-yl)pyrimidin-4-yl)-3-methylmorpholine